C(C)(C)(C)OC([C@H](CSC=1NC2=CC=CC=C2C1C[C@@H](C(=O)O)NC(=O)OCC[Si](C)(C)C)NC(=O)OC(C)(C)C)=O (S)-3-(2-(((R)-3-(tert-butoxy)-2-((tert-butoxycarbonyl)amino)-3-oxopropyl)thio)-1H-indol-3-yl)-2-(((2-(trimethylsilyl)ethoxy)carbonyl)amino)propanoic acid